(R)-1-methylpyrrolidin-3-yl (1-(6-methoxy-3,4-dihydro-2H-benzo[b][1,4]thiazin-7-yl)-6-(pyrazolo[1,5-a]pyrimidin-3-yl)-1H-pyrazolo[4,3-c]pyridin-3-yl)carbamate COC1=CC2=C(SCCN2)C=C1N1N=C(C=2C=NC(=CC21)C=2C=NN1C2N=CC=C1)NC(O[C@H]1CN(CC1)C)=O